6-(5-methyl-1H-pyrazol-4-yl)-N-(4-((2-methyl-pyrrolidin-1-yl)methyl)-pyridin-2-yl)benzo[d]-thiazol-2-amine CC1=C(C=NN1)C1=CC2=C(N=C(S2)NC2=NC=CC(=C2)CN2C(CCC2)C)C=C1